O.Cl.OC1=CC=C(C=C1)C(C=O)C(N1CCC(CC1)CC1=CC=CC=C1)C α-(4-hydroxyphenyl)-β-methyl-4-(benzyl)-1-piperidinepropanal hydrochloride hydrate